2-amino-2-methylpropan-1,3-diol NC(CO)(CO)C